Methyl 1-methylindazole-6-carboxylate CN1N=CC2=CC=C(C=C12)C(=O)OC